Ethyl-2,3,6-trimethylcyclohexyl carbonate C(OC1(C(C(CCC1C)C)C)CC)([O-])=O